CC(C)(C)OC(=O)N1CC2=CC=CC(=C2C1)C=1C=NN2C1C=CC=C2 4-(pyrazolo[1,5-a]pyridin-3-yl)-2,3-dihydro-1H-isoindole-2-carboxylic acid-2-methylpropan-2-yl ester